2-(1,3-benzodioxole-5-ylamino)ethanol O1COC2=C1C=CC(=C2)NCCO